3-(benzyloxy)-1-benzofuran-2-carboxylic acid methyl ester COC(=O)C=1OC2=C(C1OCC1=CC=CC=C1)C=CC=C2